ClC=1CCCCC1 4-chloro-4-cyclohexene